C(C)(C)(C)N(C(O)=O)CC1=CC(=C(C=C1)N)OC(C)C.COCC1=C[C@H]2[C@H]3[C@@H](O1)OC([C@@H]2C=C3)=O (1S,4aS,5R,7aS)-3-(methoxymethyl)-1,4a,5,7a-tetrahydro-1,5-(epoxymethano)cyclopenta[c]pyran-8-one tert-butyl-(4-amino-3-isopropoxybenzyl)carbamate